NC1CNCC(C1)F 3-amino-5-fluoro-piperidine